(±)-1,8,8-trimethyl-3-oxabicyclo[3.2.1]octane-2,4-dione CC12C(OC(C(CC1)C2(C)C)=O)=O